N-(6-(6-cyano-5-fluoropyridin-3-yl)-1-(4-methoxyphenyl)-1H-pyrazolo[3,4-d]pyrimidin-4-yl)-5-nitrothiophene-2-carboxamide C(#N)C1=C(C=C(C=N1)C1=NC(=C2C(=N1)N(N=C2)C2=CC=C(C=C2)OC)NC(=O)C=2SC(=CC2)[N+](=O)[O-])F